C1(CC1)C(=O)N1CCN(CC1)C1=C2C=NN(C2=CC(=C1)S(=O)(=O)N)C=1SC(=NN1)C(F)F 4-(4-cyclopropanecarbonyl-piperazin-1-yl)-1-[5-(difluoromethyl)-1,3,4-thiadiazol-2-yl]indazole-6-sulfonamide